CN1N=CC=C1S(=O)(=O)N1CCC(CC1)N1CC(C1)(N1N=CC(=C1)C=1C2=C(N=CN1)N(C=C2)COCC[Si](C)(C)C)CC#N {1-{1-[(1-Methyl-1H-pyrazol-5-yl)sulfonyl]piperidin-4-yl}-3-[4-(7-{[2-(trimethylsilyl)ethoxy]methyl}-7H-pyrrolo[2,3-d]pyrimidin-4-yl)-1H-pyrazol-1-yl]azetidin-3-yl}acetonitrile